FCCN1C(=NC=2C1=NC(=CC2)C=2C=CN1N=C(N=CC12)NC1CC2(CNC2)C1)C 5-(3-(2-fluoroethyl)-2-methyl-3H-imidazo[4,5-b]pyridin-5-yl)-N-(2-azaspiro[3.3]heptane-6-yl)pyrrolo[2,1-f][1,2,4]triazin-2-amine